C(#N)N=C(NCNC(=NC#N)N)N 2-cyano-1-((2-cyanoguanidino)methyl)guanidine